P(=O)(OC[C@]1(O[C@H]([C@@H]2OC(O[C@@H]21)(C)C)C2=CC=C1C(=NC=NN12)N)C#N)(OCCCCCCCCCCCCCCCCCCCC(F)(F)F)O ((3aS,4R,6S,6aS)-6-(4-aminopyrrolo[2,1-f][1,2,4]triazin-7-yl)-4-cyano-2,2-dimethyltetrahydrofuro[3,4-d][1,3]dioxol-4-yl)methyl (20,20,20-trifluoroicosyl) hydrogen phosphate